[O-]S(=O)(=O)C(F)(F)F.[O-]S(=O)(=O)C(F)(F)F.[O-]S(=O)(=O)C(F)(F)F.[Bi+3] bismuth tris-triflate